C(O)(O)=O.C(O)(O)=O.C(O)(O)=O carbonic acid bicarbonate carbonate